(2-methoxyethyl)-2,6-diazaspiro[3.3]heptane COCCC1NCC12CNC2